OP(O)OP(O)O.C(CCCCCCCC)C1=C(C=CC=C1)C(O)(C(CO)(CO)CO)C1=C(C=CC=C1)CCCCCCCCC di(nonyl-phenyl)pentaerythritol diphosphite